C(C)(=O)NC1=CC=CC=C1 2-acetamidobenzene